2-amino-4-(3-fluoro-5-(pyridin-3-yl)phenyl)-6-(piperidin-1-yl)pyridine-3,5-dicarbonitrile NC1=NC(=C(C(=C1C#N)C1=CC(=CC(=C1)C=1C=NC=CC1)F)C#N)N1CCCCC1